C(C)(C)(C)OC(=O)N(C(OC(C)(C)C)=O)C1=NC=CC(=C1F)CC=1C=NC=C(C1C)OC1=C(C=C(C=C1)Cl)C tert-butyl N-tert-butoxycarbonyl-N-[4-[[5-(4-chloro-2-methyl-phenoxy)-4-methyl-3-pyridyl]methyl]-3-fluoro-2-pyridyl]carbamate